chloropropyl-siloxysilane ClCCC[SiH2]O[SiH3]